ClC1=C(C=CC=C1C1N(CCC2=C1N=C(N2C)C(=O)N)C)C2=C(C(=CC=C2)C2(CC2)NC2=C(C(=C(C=C2Cl)C=O)OC)F)C (2-chloro-3'-(1-((6-chloro-2-fluoro-4-formyl-3-methoxyphenyl)amino)cyclopropyl)-2'-methyl-[1,1'-biphenyl]-3-yl)-1,5-dimethyl-4,5,6,7-tetrahydro-1H-imidazo[4,5-c]pyridine-2-carboxamide